(1R,3S)-3-(5-((5-methoxy-3-methylpyrazin-2-yl)amino)-1-tosyl-1H-pyrazol-3-yl)cyclopentyl (1-methylcyclopropyl)carbamate CC1(CC1)NC(O[C@H]1C[C@H](CC1)C1=NN(C(=C1)NC1=NC=C(N=C1C)OC)S(=O)(=O)C1=CC=C(C)C=C1)=O